CC1(OB(OC1(C)C)C=1C=C2C(=NC=NC2=CC1)NC(C(C)(C)C)=O)C N-(6-(4,4,5,5-tetramethyl-1,3,2-dioxaborolan-2-yl)quinazolin-4-yl)pivalamide